NC=1C2=C(N=CN1)N(C=C2Br)[C@H]2[C@@H]([C@@H]([C@H](C2)C2=CC=C(C=C2)CCNCC21CC(C2)(C1)F)O)O (1R,2S,3R,5R)-3-{4-amino-5-bromo-7H-pyrrolo[2,3-d]pyrimidin-7-yl}-5-(4-{2-[({3-fluorobicyclo[1.1.1]pentan-1-yl}methyl)amino]ethyl}phenyl)cyclopentane-1,2-diol